C(C)(C)(C)OC(N(C1=C(N=CO1)C)C1=NC(=CC=C1C#N)C1CC1)=O N-(3-cyano-6-cyclopropyl-2-pyridinyl)-N-(4-methyloxazol-5-yl)carbamic acid tert-butyl ester